7-chloro-3-(2,6-difluoro-3,5-dimethoxyphenyl)-1-(4-methoxypiperidin-1-yl)-2,6-naphthyridine ClC1=NC=C2C=C(N=C(C2=C1)N1CCC(CC1)OC)C1=C(C(=CC(=C1F)OC)OC)F